CC=1C(=NC=C(C1)C=1C=CC=2C3=C(N(C2C1)C)C=CN=C3)N3CCN(CC3)CC=3C=C1CN(C(C1=CC3)=O)N3C(NC(CC3)=O)=O 1-(5-((4-(3-methyl-5-(5-methyl-5H-pyrido[4,3-b]indol-7-yl)pyridin-2-yl)piperazin-1-yl)methyl)-1-oxoisoindolin-2-yl)dihydropyrimidine-2,4(1H,3H)-dione